N-ethyl-5-fluoro-N-(isopropyl)-2-{6-[(1r,4r)-4-({[4-(5,6-dimethoxypyridazin-3-yl)phenyl]methyl}amino)cyclohexyl]imidazo[1,5-a]pyridin-8-yl}benzamide C(C)N(C(C1=C(C=CC(=C1)F)C=1C=2N(C=C(C1)C1CCC(CC1)NCC1=CC=C(C=C1)C=1N=NC(=C(C1)OC)OC)C=NC2)=O)C(C)C